FC1=CC=C(C=C1)[C@@H]1[C@H](C1)C(=O)O (1S,2S)-2-(4-fluorophenyl)cyclopropane-1-carboxylic acid